C[C@@H]1C=2N(CCN1)C(=NC2)C(F)(F)F (R)-8-methyl-3-(trifluoromethyl)-5,6,7,8-tetrahydroimidazo[1,5-a]pyrazine